2-(2-(6-amino-9H-purin-9-yl)acetyl)-2-azabicyclo[3.1.0]hexane-3-carboxylic acid NC1=C2N=CN(C2=NC=N1)CC(=O)N1C2CC2CC1C(=O)O